(R)-(tetrahydro-2H-pyran-2-yl)methyl 4-methylbenzenesulfonate CC1=CC=C(C=C1)S(=O)(=O)OC[C@@H]1OCCCC1